2-methylamino-p-methanoyl-phenol CNC1=C(C=CC(=C1)C=O)O